ClC=1C=2N(C3=CC=C(C=C3N1)C(=O)OC)C=NN2 methyl 4-chloro-[1,2,4]triazolo[4,3-a]quinoxaline-7-carboxylate